N-(2-methoxyethyl)-N-methyl-1-oxa-8-azaspiro[4.5]decan-3-amine COCCN(C1COC2(C1)CCNCC2)C